ClC1=CC=C(C=C1)SC=1N([C@H]2[C@H](OC)[C@H](O)[C@@H](CO)O2)C=2N=CN=C(C2N1)N 8-(4-chlorophenylthio)-2'-O-methyladenosine